C(#N)C1=C(C=C(C=C1)C=1N=NNC1)F 4-(4-cyano-3-fluorophenyl)-1H-1,2,3-triazol